C1(=CC=CC=C1)C(C1=CC=C(C=C1)OC)C1=CC=CC=C1 1-(diphenylmethyl)-4-methoxybenzene